CNC(OCCC(N1C=2C=CC(=CC2C=2C1=NC=1CCCCC1C2N)OC)C(C)(C)C)=O t-butyl(3-(11-amino-9-methoxy-1,2,3,4-tetrahydro-6H-indolo[2,3-b]quinolin-6-yl)propyl) (methyl)carbamate